6-(3-{2-azaspiro[3.3]heptan-2-yl}propoxy)-N-(cyclopropylmethyl)-7-methoxy-1H,2H,3H-cyclopenta[b]quinolin-9-amine C1N(CC12CCC2)CCCOC=2C(=CC=1C(=C3C(=NC1C2)CCC3)NCC3CC3)OC